The molecule is a tetracyclic triterpenoid that is 29-nordammara-1,17(20)-diene substituted by acetoxy groups at positions 6 and 16, a carboxy group at position 21, a hydroxy group at position 25 and oxo groups at positions 3 and 7 respectively. It is isolated from the marine-derived fungal strain Aspergillus sydowii PFW1-13 and exhibits antibacterial activity. It has a role as an antibacterial agent and an Aspergillus metabolite. It is a tetracyclic triterpenoid, an acetate ester, a tertiary alcohol, an oxo monocarboxylic acid, a cyclic ketone, a 3-oxo-Delta(1) steroid and an alpha,beta-unsaturated monocarboxylic acid. C[C@H]1[C@@H]2[C@@H](C(=O)[C@]3([C@H]([C@]2(C=CC1=O)C)CC[C@@H]\\4[C@@]3(C[C@@H](/C4=C(/CCCC(C)(C)O)\\C(=O)O)OC(=O)C)C)C)OC(=O)C